(1,2-distyryl)quinoline C(=CC1=CC=CC=C1)N1C(C=CC2=CC=CC=C12)C=CC1=CC=CC=C1